C(C1=CC=CC=C1)(=O)C1=CC=C(C=C1)S(=O)(=O)OC1CS(C=C1)(=O)=O 1,1-dioxido-2,3-dihydrothiophen-3-yl 4-benzoylbenzenesulfonate